CNC1=NC2=C(N1C1=NC(=CC(=N1)N1[C@@H](COCC1)C)C1(CC1)[S@@](=O)(=N)C)C=CC=C2 N-Methyl-1-{4-[(3R)-3-methylmorpholin-4-yl]-6-[1-((R)-S-methylsulfonimidoyl)cyclopropyl]pyrimidin-2-yl}-1H-benzimidazol-2-amine